CC1([C@H](OC1)[C@]1(CN(CC1)CC=1C=NC(=CC1)C)CCC1=CC=C(C#N)C=C1)C |o1:2| 4-(2-((R)-3-((R or S)-3,3-dimethyloxetan-2-yl)-1-((6-methylpyridin-3-yl)methyl)pyrrolidin-3-yl)ethyl)benzonitrile